C(C)N1C=C(C2=CC(=CC=C12)N1N=NC(=C1)CN1CCC(CC1)O)C(=O)O 1-Ethyl-5-(4-((4-hydroxypiperidin-1-yl)methyl)-1H-1,2,3-triazol-1-yl)-1H-indole-3-carboxylic acid